N-(4-(4-Amino-7-(1-isobutyrylpiperidin-4-yl)pyrrolo[2,1-f][1,2,4]triazin-5-yl)phenyl)-5-cyano-6-(ethoxymethyl)-2-oxo-1-phenyl-1,2-dihydropyridine-3-carboxamide NC1=NC=NN2C1=C(C=C2C2CCN(CC2)C(C(C)C)=O)C2=CC=C(C=C2)NC(=O)C=2C(N(C(=C(C2)C#N)COCC)C2=CC=CC=C2)=O